ethyl (E)-4-{[3-(8-chloro-1-methyl-4,5-dihydropyrazolo[3,4-b][1]benzazepin-10(1H)-yl)propyl]amino}but-2-enoate ClC1=CC2=C(CCC3=C(N2CCCNC/C=C/C(=O)OCC)N(N=C3)C)C=C1